N-(4-bromophenyl)valeramide BrC1=CC=C(C=C1)NC(CCCC)=O